C(CCCCCCC(=O)OCC)(=O)OCC 1,8-diethyl suberate